C(C1=CC=CC=C1)N1[C@H]2[C@@H](CCC1)CN(C2)C2=C(C=C1C(C(=CN(C1=C2OC)C2CC2)C(=O)O)=O)F 7-((4aS,7aS)-1-benzyloctahydro-6H-pyrrolo[3,4-b]pyridin-6-yl)-1-cyclopropyl-6-fluoro-8-methoxy-4-oxo-1,4-dihydroquinoline-3-carboxylic acid